6-ethoxymethoxy-1,3-dimethylhexyl-magnesium iodide C(C)OCOCCCC(CC(C)[Mg]I)C